(E)-N-(2-((2-((3-cyanoallyl)amino)-2-oxoethyl)amino)-2-oxoethyl)-N-(1-(1-(naphthalen-1-yl)ethyl)piperidin-4-yl)cyclobutanecarboxamide C(#N)/C=C/CNC(CNC(CN(C(=O)C1CCC1)C1CCN(CC1)C(C)C1=CC=CC2=CC=CC=C12)=O)=O